[I-].C[NH2+]CCCC N-methylbutan-1-aminium iodide